4-morpholinocyclobut-3-ene-1,2-dione O1CCN(CC1)C1=CC(C1=O)=O